BrC1=NC(=C(C=C1O)OCCCOC)OC 2-bromo-6-methoxy-5-(3-methoxypropoxy)pyridin-3-ol